1-(7-methyl-2-morpholino-3-(4-(4-(oxetan-3-yl)piperazin-1-yl)phenyl)quinolin-5-yl)ethan-1-one CC1=CC(=C2C=C(C(=NC2=C1)N1CCOCC1)C1=CC=C(C=C1)N1CCN(CC1)C1COC1)C(C)=O